COC=1C=C(C=CC1)SC1=CC(=CC=C1)OC m-methoxyphenylsulfide